C(C)(=O)OC(C)(CCCC(C=C)C)C 2,6-dimethyl-7-octen-2-ol 2-acetate